N=1C=NC2=NC=NC2C1C1=C(C(=O)N)C=CC=C1 (5H-purin-6-yl)benzamide